ClC1=C(C(=CC=C1)F)C1=NOC(=C1C1=CC2(C1)CCN(CC2)C=2C=C1C(=CC(=NC1=CC2)C(=O)O)C(F)(F)F)C2CC2 6-(2-(3-(2-chloro-6-fluorophenyl)-5-cyclopropylisoxazol-4-yl)-7-azaspiro[3.5]non-1-en-7-yl)-4-(trifluoromethyl)quinoline-2-carboxylic acid